CC1(C(N(C(N1CC1=CC(=NC=C1)N[C@@H]1CN(C(C1)=O)C)=O)C1=CC=C(C=C1)S(=O)(=O)C(F)(F)F)=O)C (S)-5,5-dimethyl-1-((2-((1-methyl-5-oxopyrrolidin-3-yl)amino)pyridin-4-yl)methyl)-3-(4-((trifluoromethyl)sulfonyl)phenyl)imidazolidine-2,4-dione